F[C@H]1CN(C[C@@H](C1)NC1=NC=C(C=N1)C(F)(F)F)C1=NC=C2N1C=CN=C2N2[C@@H]1CN([C@H](C2)C1)C(C#CC)=O 1-((1S,4S)-5-(3-((3R,5R)-3-Fluoro-5-((5-(trifluoromethyl)pyrimidin-2-yl)amino)piperidin-1-yl)imidazo[1,5-a]pyrazin-8-yl)-2,5-diazabicyclo[2.2.1]heptan-2-yl)but-2-yn-1-one